ClC1=C(C(=O)N)C(=CC=N1)C 2-chloro-4-methyl-nicotinamide